1-ethoxy-7-(6-(methyl(2,2,6,6-tetramethylpiperidin-4-yl)amino)pyridazin-3-yl)isoquinolin-6-ol C(C)OC1=NC=CC2=CC(=C(C=C12)C=1N=NC(=CC1)N(C1CC(NC(C1)(C)C)(C)C)C)O